1,2-dilinoleyloxy-N,N-dimethyl-3-aminopropaneN C(CCCCCCC\C=C/C\C=C/CCCCC)OC=C(CN(C)C)OCCCCCCCC\C=C/C\C=C/CCCCC